4-(3-(4-chlorophenyl)-4,5-dihydro-1H-1,2,4-triazole-5-yl)-N,N-dimethylaniline ClC1=CC=C(C=C1)C1=NNC(N1)C1=CC=C(N(C)C)C=C1